2,6-difluoro-2-(trifluoromethyl)pyridine (2-methylphenyl)borate CC1=C(C=CC=C1)OB(O)O.FC1(NC(=CC=C1)F)C(F)(F)F